O1C2=C(OCC1)C=C(C=C2)CCN2C[C@@H](C([C@@H](C2)O)O)O (3S,4r,5R)-1-(2-(2,3-dihydrobenzo[b][1,4]dioxin-6-yl)ethyl)piperidine-3,4,5-triol